ClC1=NN2C(N=CC(=C2[C@H](C)OC)NC(NC=2C=C(C(=NC2)N2N=CC(=C2)NC(C2=CC(=CC=C2)C)=O)C(F)(F)F)=O)=C1 (S)-N-(1-(5-(3-(2-chloro-7-(1-methoxyethyl)pyrazolo[1,5-a]pyrimidin-6-yl)ureido)-3-(trifluoromethyl)pyridin-2-yl)-1H-pyrazol-4-yl)-3-methylbenzamide